OC1=CC=C2CCC(OC2=C1)=O 7-hydroxy-3,4-dihydro-2H-chromen-2-one